Butyl N-(4-bromo-1,3-benzoxazol-2-yl)carbamate BrC1=CC=CC2=C1N=C(O2)NC(OCCCC)=O